C[C@@H]1O[C@@H](CN(C1)CC1(CC1)CO)C (1-(((2S,6R)-2,6-dimethylmorpholino)methyl)cyclopropyl)methanol